C(C)(C)(C)OC(=O)N1C=C(C2=CC=CC=C12)C(C(=O)OC)C.C(#N)C1=C(C2=CC=CC=C2C=C1)C#N dicyanonaphthalene tert-Butyl-3-(1-methoxy-1-oxopropan-2-yl)-1H-indole-1-carboxylate